NC=1C=C(C=CC1)CNC(OCCCC)=O butyl N-[(3-aminophenyl)methyl]carbamate